CC1=C(C=C(C=C1)[N+](=O)[O-])[C@@H]1[C@@H](CC1)C(=O)O cis-2-(2-methyl-5-nitrophenyl)cyclobutane-1-carboxylic acid